1-(6,8-difluoro-1,2,3,4-tetrahydronaphthalene-1-yl)-5,5-difluoro-3-((fluoromethyl)sulfonyl)-4,5,6,7-tetrahydro-1H-indol-4-ol FC=1C=C2CCCC(C2=C(C1)F)N1C=C(C=2C(C(CCC12)(F)F)O)S(=O)(=O)CF